(3S,4R)-4-((5-fluoro-4-(6-fluoro-1-isopropyl-2-methyl-4-oxo-1,4-dihydroquinolin-7-yl)pyrimidin-2-yl)amino)tetrahydro-2H-pyran-3-yl acetate C(C)(=O)O[C@@H]1COCC[C@H]1NC1=NC=C(C(=N1)C1=C(C=C2C(C=C(N(C2=C1)C(C)C)C)=O)F)F